3-{1-[(3,5-dimethyl-7-{2-[(3-phosphonopropyl)(piperidin-4-yl)amino]ethoxy}tricyclo[3.3.1.13,7]dec-1-yl)methyl]-5-methyl-1H-pyrazol-4-yl}pyridine-2-carboxylic acid CC12CC3(CC(CC(C1)(C3)C)(C2)OCCN(C2CCNCC2)CCCP(=O)(O)O)CN2N=CC(=C2C)C=2C(=NC=CC2)C(=O)O